C(CCCCCCCCCCCCC)(=O)O.O([C@@H]1[C@H](O)[C@@H](O)[C@H](O)[C@H](O1)CO)C1[C@H](O)[C@@H](O)[C@H](O)[C@H](O1)CO D-glucopyranosyl α-D-glucopyranoside monomyristate